5,5-dimethyl-hydantoin sodium salt [Na].CC1(C(NC(N1)=O)=O)C